epsilon-carotene-3,3'-diol CC1(C)CC(C=C(C)C1\C=C\C(\C)=C\C=C\C(\C)=C\C=C\C=C(/C)\C=C\C=C(/C)\C=C\C1C(C)=CC(CC1(C)C)O)O